2,6-dichloro-4-(2-(3-chlorophenyl)acetamido)benzoic acid ClC1=C(C(=O)O)C(=CC(=C1)NC(CC1=CC(=CC=C1)Cl)=O)Cl